N1C=CC=2C1=NC(=CC2)CNC(=O)C2=C(N(C1=NC(=C(C=C12)C)C)C1=C(C(=CC=C1C)O)C)N N-((1H-pyrrolo[2,3-b]pyridin-6-yl)methyl)-2-amino-1-(3-hydroxy-2,6-dimethylphenyl)-5,6-dimethyl-1H-pyrrolo[2,3-b]pyridine-3-carboxamide